isoeicosenyl alcohol C(=CCCCCCCCCCCCCCCCC(C)C)O